FC(C(=O)O)(F)F.ClC=1C=C(C=C(C1)Cl)N1CCC(CC1)OC=1N=NNC1C(=O)O 4-((1-(3,5-dichlorophenyl)piperidin-4-yl)oxy)-1H-1,2,3-triazole-5-carboxylic acid 2,2,2-trifluoroacetate